(6S)-4-(2-(((2R,7aS)-2-fluorotetrahydro-1H-pyrrolizin-7a(5H)-yl)methoxy)-8-(6-methyl-5-vinyl-1H-indazol-4-yl)pyrido[4',3':4,5]thieno[2,3-d]pyrimidin-4-yl)-6-methyl-1,4-oxazepan-6-ol F[C@@H]1C[C@@]2(CCCN2C1)COC=1N=C(C2=C(N1)SC1=C2C=CN=C1C1=C2C=NNC2=CC(=C1C=C)C)N1CCOC[C@](C1)(O)C